(S)-3-(6-(3-fluoro-5-(trifluoromethyl)phenyl)-4-((3-(trifluoromethyl)phenyl)-sulfonyl)-3,4-dihydro-2H-benzo[b][1,4]oxazin-2-yl)propanoic acid FC=1C=C(C=C(C1)C(F)(F)F)C1=CC2=C(O[C@H](CN2S(=O)(=O)C2=CC(=CC=C2)C(F)(F)F)CCC(=O)O)C=C1